tert-butyl 6-fluoro-5-methoxy-7-methyl-4-(((tetrahydro-2H-pyran-2-yl)oxy)methyl)-1H-indole-1-carboxylate FC1=C(C(=C2C=CN(C2=C1C)C(=O)OC(C)(C)C)COC1OCCCC1)OC